2-(2-chlorophenoxy)pyridine ClC1=C(OC2=NC=CC=C2)C=CC=C1